C(=O)(OC(C)(C)C)NCCOC1=NN(C=C1)C1=CC=CC=C1 N-Boc-2-(1-phenyl-1H-pyrazol-3-yloxy)ethylamine